12-cyano-13-[(4,4'-dimethoxytrityl)oxy]-3,6,9-trioxatridecane C(#N)C(CCOCCOCCOCC)COC(C1=CC=C(C=C1)OC)(C1=CC=C(C=C1)OC)C1=CC=CC=C1